N-(4-((1H-pyrrolo[2,3-c]pyridin-1-yl)sulfonyl)phenyl)-3-iodo-4-methoxybenzamide N1(C=CC=2C1=CN=CC2)S(=O)(=O)C2=CC=C(C=C2)NC(C2=CC(=C(C=C2)OC)I)=O